BrC1=C2C(=C(N=C1)Cl)N(N=C2)COCC[Si](C)(C)C 4-bromo-7-chloro-1-((2-(trimethylsilyl)ethoxy)methyl)-1H-pyrazolo[3,4-c]pyridine